5-chloro-2-(chloromethyl)-3-fluoro-pyridine ClC=1C=C(C(=NC1)CCl)F